(((1-((1-(methoxymethyl)cyclopropyl)sulfonyl)cyclopropyl)methoxy)methyl)benzene COCC1(CC1)S(=O)(=O)C1(CC1)COCC1=CC=CC=C1